FC1SCCN1 fluorothiazolidine